C(C)(=O)OC1[C@H](OC(C)=O)[C@@H](OC(C)=O)[C@H](O1)COC(C)=O D-xylofuranose tetraacetate